2-aminoindan NC1CC2=CC=CC=C2C1